BrCC(=O)C1=C(C=C(C=C1F)Br)F 2-bromo-1-(4-bromo-2,6-difluorophenyl)ethan-1-one